(adamantan-1-yl-4-d)-7-methyl-2-((7-methyl-[1,2,4]triazolo[1,5-a]pyridin-6-yl)amino)-7,9-dihydro-8H-purin-8-one C12(CC3C(C(CC(C1)C3)C2)[2H])N2C3=NC(=NC=C3N(C2=O)C)NC=2C(=CC=3N(C2)N=CN3)C